2-DIFLUOROMETHYL-PHENYLBORONIC ACID FC(C1=C(C=CC=C1)B(O)O)F